1-(tert-butyl) 2-methyl (2R)-4-(benzylamino)pyrrolidine-1,2-dicarboxylate C(C1=CC=CC=C1)NC1C[C@@H](N(C1)C(=O)OC(C)(C)C)C(=O)OC